FC1(CCC1)F 2,2-difluorocyclobutane